(±)-trans-N-[8-chloro-6-(2,3-dimethylimidazol-4-yl)-3-isoquinolyl]-2-cyano-cyclopropanecarboxamide ClC=1C=C(C=C2C=C(N=CC12)NC(=O)[C@H]1[C@@H](C1)C#N)C=1N(C(=NC1)C)C |r|